C(C)N1C(C2=C(C=C1)N(C=C2NC2=C(C=NC(=C2)NC(=O)[C@@H]2[C@@H](C2)F)C(=O)NC([2H])([2H])[2H])C)=O 4-[(5-Ethyl-1-methyl-4-oxo-pyrrolo[3,2-c]pyridin-3-yl)amino]-6-[[(1R,2R)-2-fluorocyclopropanecarbonyl]amino]-N-(methyl-d3)pyridine-3-carboxamide